4-(tert-butyldimethylsilyloxy)butanoic acid [Si](C)(C)(C(C)(C)C)OCCCC(=O)O